NC1=CC=C(C=N1)N1C[C@H](CCC1)N(CC1=CC(=NC=C1)OC)CC1=CN2C3=C(C(=C(C=C3C1=O)F)N1C(CNCC1)C)OCC2C 6-((((S)-1-(6-aminopyridin-3-yl)piperidin-3-yl)((2-methoxypyridin-4-yl)methyl)amino)methyl)-9-fluoro-3-methyl-10-(2-methylpiperazin-1-yl)-2H-[1,4]oxazino[2,3,4-ij]quinolin-7(3H)-one